BrCC=1N=C(C2=CC=CC=C2C1)Cl Bromomethyl-1-chloroisoquinoline